COC1=C(C=C2C(=NC=3N(C2=C1)C=NC3)N[C@H](C)C3=CC(=CC=C3)C(F)(F)F)O (R)-8-methoxy-5-((1-(3-(trifluoromethyl)phenyl)ethyl)amino)imidazo[1,5-a]quinazolin-7-ol